(2,6-Dioxopiperidin-3-yl)-5-((S)-3-(hydroxymethyl)pyrrolidin-1-yl)isoindoline-1,3-dione O=C1NC(CCC1N1C(C2=CC=C(C=C2C1=O)N1C[C@H](CC1)CO)=O)=O